C(C)OC(CC(=O)CC1=CC=C(C=C1)C(C)(C)C)=O 4-tert-butyl-phenylacetoacetic acid ethyl ester